4-(3-iodopropyl)morpholine ICCCN1CCOCC1